CC1=C2C=C(N(C2=CC=C1CN1CCC(CC1)NC=1C2=C(N=C(N1)NC)SC(=C2)CC(F)(F)F)C[C@H](C)N2CCN(CC2)S(=O)(=O)C)C#N 4-methyl-5-[[4-[[2-(methylamino)-6-(2,2,2-trifluoroethyl)thieno[2,3-d]pyrimidin-4-yl]amino]piperidin-1-yl]methyl]-1-[(2S)-2-(4-methylsulfonylpiperazin-1-yl)propyl]indole-2-carbonitrile